C(C)(=O)OCCOCC=1OC=CC=NC1 ({[(2S)-1,4-Oxaazepine-2-yl]methyl}oxy)ethyl acetate